CC1=C[C@@H]([C@H]([C@]2([C@H]1CC(=O)[C@]34[C@@H]2[C@H]([C@H]5[C@]([C@@H]3C(=O)O5)(OC4)C)O)C)O)O The molecule is a quassinoid isolated from Quassia indica and has been shown to exhibit antineoplastic activity. It has a role as a metabolite and an antineoplastic agent. It is a bridged compound, a cyclic ether, a lactone, a triol, a secondary alcohol, an organic heteropentacyclic compound, a quassinoid and a cyclic ketone.